(E)-N-(4-(1-(4-(4-(2-(2-(2-((2-(2,6-dioxopiperidin-3-yl)-1-oxoisoindolin-4-yl)thio)ethoxy)ethoxy)acetyl)piperazin-1-yl)benzoyl)piperidin-4-yl)butyl)-3-(pyridin-3-yl)acrylamide O=C1NC(CCC1N1C(C2=CC=CC(=C2C1)SCCOCCOCC(=O)N1CCN(CC1)C1=CC=C(C(=O)N2CCC(CC2)CCCCNC(\C=C\C=2C=NC=CC2)=O)C=C1)=O)=O